OC1=CC=C(C=C1)CN1CC2(C1)CC(C2)NC(=O)N2[C@@H](CN(C[C@@H]2C)C2=NC=C(C=N2)C(F)(F)F)C (2R,6S)-N-{2-[(4-hydroxyphenyl)methyl]-2-azaspiro[3.3]heptan-6-yl}-2,6-dimethyl-4-[5-(trifluoromethyl)pyrimidin-2-yl]piperazine-1-carboxamide